ClC1=C(C=CC=C1)[C@]1(C([C@@H](CCC1)O)=O)NC(OC(C)(C)C)=O tert-Butyl ((1R,3R)-1-(2-chlorophenyl)-3-hydroxy-2-oxocyclohexyl)carbamate